(S)-3-(2-hydroxyphenyl)-6,7,8,9-tetrahydro-5H-pyridazino[3,4-b]Indole-6-carboxylic acid OC1=C(C=CC=C1)C1=CC2=C(NC=3CC[C@@H](CC23)C(=O)O)N=N1